C(C)OC(=O)C=1C=NN2C1N=C(C(=C2Cl)F)Cl 5,7-dichloro-6-fluoropyrazolo[1,5-a]pyrimidine-3-carboxylic acid ethyl ester